5-(aminomethyl)-6-(quinolin-7-yl)-4,6-diazaspiro[2.4]hept-4-en-7-one hydrobromide Br.NCC1=NC2(CC2)C(N1C1=CC=C2C=CC=NC2=C1)=O